heptadecafluoro-1-decylurea FC(C(C(C(C(C(C(NC(=O)N)(F)F)(F)F)(F)F)(F)F)(F)F)(F)F)(CCC(F)(F)F)F